ClC1=C(C=CC(=C1)F)C1=CC(N(C(N1C1=CC(=CC(=C1)OC)OC)=O)C)=O 6-(2-chloro-4-fluorophenyl)-1-(3,5-dimethoxyphenyl)-3-methyl-2,4(1H,3H)-pyrimidinedione